3-methyl-1-N-butylpyridinium chloride [Cl-].CC=1C=[N+](C=CC1)CCCC